FC(C[C@@H](C(=O)NC1=NC=CC(=C1)C1=C(C=2N=CN=C(C2N1)OCC(F)(F)F)C1=NC=CC=C1)C1=CC=C(C=C1)F)(F)F |o1:3| (2R or S)-4,4,4-trifluoro-2-(4-fluorophenyl)-N-{4-[7-(pyridin-2-yl)-4-(2,2,2-trifluoroethoxy)-5H-pyrrolo[3,2-d]pyrimidin-6-yl]pyridin-2-yl}butanamide